(1R,2S)-1-(2-chlorophenyl)-1-(3-fluoro-1-methyl-1H-pyrazol-4-yl)propan ClC1=C(C=CC=C1)[C@H](CC)C=1C(=NN(C1)C)F